2-[3-(trimethoxysilyl)propyl]succinic anhydride CO[Si](CCCC1C(=O)OC(C1)=O)(OC)OC